1,1-Dicyclopropyl-3-(3-(1-isobutyl-1H-pyrazolo[4,3-c]pyridin-6-yl)-1H-pyrazol-4-yl)urea C1(CC1)N(C(=O)NC=1C(=NNC1)C1=CC2=C(C=N1)C=NN2CC(C)C)C2CC2